ClC1=C(C=NC=C1)C(C1=NN(C(=C1)C#N)C)O 3-((4-Chloropyridin-3-yl)(hydroxy)methyl)-1-methyl-1H-pyrazole-5-carbonitrile